ClC=1C=2C(N=C3N(C2C=CC1)C1=CC(=CC=C1C31CCCCC1)C1CCN(CC1)C(=O)C1CCNCC1)=O 4'-chloro-10'-(1-(piperidine-4-carbonyl)piperidin-4-yl)-5'H-spiro[cyclohexane-1,7'-indolo[1,2-a]quinazolin]-5'-one